N(=[N+]=[N-])C[C@@H]1CN(CC1)C(=O)OC(C)(C)C (S)-Tert-Butyl 3-(Azidomethyl)Pyrrolidine-1-Carboxylate